(2R,3S,4R,5R)-5-(2,4-dioxo-3,4-dihydropyrimidin-1(2H)-yl)-4-hydroxy-2-(hydroxymethyl)tetrahydrofuran-3-yl hydrogen sulfate S(=O)(=O)(O[C@@H]1[C@H](O[C@H]([C@@H]1O)N1C(NC(C=C1)=O)=O)CO)O